(S)-(+)-NIPECOTIC ACID C1C[C@@H](CNC1)C(=O)O